3,3'-dimethyl-4,4'-biphenyldicarboxylic acid CC=1C=C(C=CC1C(=O)O)C1=CC(=C(C=C1)C(=O)O)C